OCC1=CC=2C3=C(N(C(NC3=C1)=O)CC#N)N=CN2 2-(8-(Hydroxymethyl)-2-oxo-1,2-dihydro-3H-pyrimido[4,5,6-de]quinazolin-3-yl)acetonitrile